Cl.NC(C(=O)N1CCN(CC1)C(=O)NC1=NC(N(C=C1)C1=CC=C(C=C1)C(CN1CCC(CCC1)N)(C)C)=O)(C)C 4-(2-Amino-2-methylpropanoyl)-N-(1-(4-(1-(4-aminoazepan-1-yl)-2-methylpropan-2-yl)phenyl)-2-oxo-1,2-dihydropyrimidin-4-yl)piperazine-1-carboxamide hydrochloride salt